C(=O)C=1C=CC(=C(C(=O)OC(C)(C)C)C1)OS(=O)(=O)C(F)(F)F tertbutyl 5-formyl-2-(((trifluoromethyl)sulfonyl)oxy)benzoate